NCC(CN1N=CN(C1=O)C1=NC=C(C=C1F)Br)=C(F)F 2-[2-(aminomethyl)-3,3-difluoro-allyl]-4-(5-bromo-3-fluoro-2-pyridinyl)-1,2,4-triazol-3-one